OC1(COC1)C1=CC=C(C=C1)C(=O)N1CCC(CC1)=CC1=CC=C(C=C1)C(F)(F)F (4-(3-hydroxyoxetan-3-yl)phenyl)(4-(4-(trifluoromethyl)benzylidene)piperidin-1-yl)methanone